C(C)(C)C1CC=2C=C(C(=NC2C=2N1C=C(C(C2)=O)C(=O)O)OC)OCCCOC 6-isopropyl-2-methoxy-3-(3-methoxypropoxy)-10-oxo-5,10-dihydro-6H-pyrido[1,2-h][1,7]naphthyridine-9-carboxylic acid